(2R)-2-[[1-(2-methoxyethyl)pyrazol-4-yl]amino]-5-methyl-hexan-1-ol COCCN1N=CC(=C1)N[C@@H](CO)CCC(C)C